N-(2-(1-((2-(2,6-dioxopiperidin-3-yl)pyridin-3-yl)methyl)piperidin-4-yl)-5-(2-hydroxypropane-2-yl)benzo[d]oxazol-6-yl)-6-(trifluoromethyl)nicotinamide O=C1NC(CCC1C1=NC=CC=C1CN1CCC(CC1)C=1OC2=C(N1)C=C(C(=C2)NC(C2=CN=C(C=C2)C(F)(F)F)=O)C(C)(C)O)=O